2,4-difluoro-3-(trifluoromethyl)benzenesulfonyl chloride FC1=C(C=CC(=C1C(F)(F)F)F)S(=O)(=O)Cl